NCCC(=O)NCCOCCOCCOCCOCCOCC=C 3-amino-N-(3,6,9,12,15-pentoxaoctadeca-17-enyl)propanamide